2-benzoyloxyiminopropan-1-one C(C1=CC=CC=C1)(=O)ON=C(C=O)C